FC1C=CCS(=O)(=O)O1 4-fluoro-2-butene-1,4-sultone